CC1=CC(=NC(=C1)O[C@@H]1CNCC1)NC1=CC2=C(C=N1)SC(=N2)C=2N(C=CN2)C 4-Methyl-N-[2-(1-methyl-1H-imidazol-2-yl)-[1,3]thiazolo[5,4-c]pyridin-6-yl]-6-[(3S)-pyrrolidin-3-yloxy]pyridin-2-amine